C(C1=CC=CC=C1)OC=1C=C(C(=C(C1)O)C1(OC1)O[Si](C)(C)C(C)(C)C)OC 5-benzyloxy-2-[2-[tert-butyl(dimethyl)silyl]oxyoxiran-2-yl]-3-methoxy-phenol